NC1=CC=C(C=C1)C(=C(C1=CC=C(C=C1)N(C1=CC=C(C=C1)OC)C1=CC=C(C=C1)OC)C1=CC=C(C=C1)N)C1=CC=C(C=C1)N(C1=CC=C(C=C1)OC)C1=CC=C(C=C1)OC N-{4-[1,2-bis(4-aminophenyl)-2-{4-[bis(4-methoxyphenyl)amino]phenyl}vinyl]phenyl}-4-methoxy-N-(4-methoxyphenyl)aniline